ClC=1C=C(C=C(C1)NS(=O)(=O)C)C1=NN(C=C1C(=O)N)C1CCOCC1 (3-chloro-5-(methylsulfonylamino)phenyl)-1-(tetrahydro-2H-pyran-4-yl)-1H-pyrazole-4-carboxamide